BrC1=CC=CC=2C(=C(SC21)C2=C(C=NN2C)C2=CC=C1C(NN=C(C1=C2)CNC(OC(C)(C)C)=O)=O)C#N tert-butyl N-[[7-[5-(7-bromo-3-cyano-benzothiophen-2-yl)-1-methyl-pyrazol-4-yl]-4-oxo-3H-phthalazin-1-yl]methyl]carbamate